tert-butyl ((1R,4R)-4-((5-chloro-2-(2-methoxyethoxy)benzyl)amino) cyclohexyl)carbamate ClC=1C=CC(=C(CNC2CCC(CC2)NC(OC(C)(C)C)=O)C1)OCCOC